BrC=1C=NN2C1N=C(C=C2)C2=CC(=C(C#N)C=C2)O[C@H](CN2N=NN=C2)C 4-{3-bromopyrazolo[1,5-a]pyrimidin-5-yl}-2-{[(2S)-1-(1H-tetrazol-1-yl)propan-2-yl]oxy}benzonitrile